C(C)(C)(C)OC1C(CC2N(CCC3=CC(=C(C=C23)OC)OC)C1)=O (±)-3-(tert-butoxy)-9,10-dimethoxy-1,3,4,6,7,11b-hexahydro-2H-pyrido[2,1-a]isoquinolin-2-one